ClC1=C(C=C2C=NN3C2=C1C(N(CC3)CC=3C(NC(=CC3OC)C)=O)=O)C=3C(=NOC3C)C 5-chloro-4-(3,5-dimethylisoxazol-4-yl)-7-((4-methoxy-6-methyl-2-oxo-1,2-dihydropyridin-3-yl)methyl)-8,9-dihydro-[1,4]diazepino[6,7,1-HI]indazol-6(7H)-one